2-(1-(1-methoxyethyl)-1H-indol-3-yl)-N,N-dimethylethan-1-amine COC(C)N1C=C(C2=CC=CC=C12)CCN(C)C